6-bromo-2-(4-methoxybenzyl)phthalazin-1(2H)-one BrC=1C=C2C=NN(C(C2=CC1)=O)CC1=CC=C(C=C1)OC